4'-([1,1'-biphenyl]-4-yl)-1'H-spiro[fluorene-9,2'-quinazoline] C1(=CC=C(C=C1)C1=NC2(NC3=CC=CC=C13)C1=CC=CC=C1C=1C=CC=CC12)C1=CC=CC=C1